(5-(3-fluorobenzyl)pyridin-2-yl)-6-methylpyridazine-3-carboxamide FC=1C=C(CC=2C=CC(=NC2)C2=C(N=NC(=C2)C)C(=O)N)C=CC1